C(C)(C)(C)OC(=O)N(C(CC)C1=C(C=CC(=C1)F)NC1=C(C(=O)OC)C=C(C(=C1)C(F)(F)F)F)CCC1=NC(=CC=C1[N+](=O)[O-])OC methyl 2-((2-(1-((tert-butoxycarbonyl) (2-(6-methoxy-3-nitropyridin-2-yl) ethyl) amino) propyl)-4-fluorophenyl) amino)-5-fluoro-4-(trifluoromethyl)-benzoate